(4-isopropylphenyl)phosphin C(C)(C)C1=CC=C(C=C1)P